methyl-2-methyl-8-(2-methoxypropan-2-yl)imidazo[1,2-b]pyridazine-7-carboxylic acid CC1=C(N=C2N1N=CC(=C2C(C)(C)OC)C(=O)O)C